(3S,4S)-1-(3-((S)-3-(hexylcarbamoyl)-4-octanoyl-1,4-diazepane-1-carbonyl)benzoyl)-N3,N4-bis((1S,2R)-2-phenylcyclopropyl)pyrrolidine-3,4-dicarboxamide C(CCCCC)NC(=O)[C@@H]1CN(CCCN1C(CCCCCCC)=O)C(=O)C=1C=C(C(=O)N2C[C@H]([C@@H](C2)C(=O)N[C@@H]2[C@H](C2)C2=CC=CC=C2)C(=O)N[C@@H]2[C@H](C2)C2=CC=CC=C2)C=CC1